FC1(CCC(CC1)NCCCCCOC1=C(C=CC(=C1)C)S(=O)(=O)[C@@H]1[C@H](CCC1)C(=O)O)F |o1:24,25| (1R*,2S*)-2-((2-((5-((4,4-Difluorocyclohexyl)amino)pentyl)oxy)-4-methylphenyl)sulfonyl)cyclopentane-1-carboxylic acid